cis-1-benzyl-N,4-dimethylpiperidine-3-amine C(C1=CC=CC=C1)N1C[C@H]([C@H](CC1)C)NC